CC=1N(C(C2=C(N1)C=NC(=C2)C2CC(OCC2)C=2C=NN(C2)C)=O)C 2,3-dimethyl-6-[2-(1-methylpyrazol-4-yl)tetrahydropyran-4-yl]pyrido[3,4-d]pyrimidin-4-one